ClC=1C(=C(C(=O)N(CC)C)C=C(C1)Cl)NCC 3,5-dichloro-N-methyl-N-ethyl-2-ethylaminobenzamide